3-[[2-[3-[(E)-N'-hydroxycarbamimidoyl]phenyl]-1-thiazol-2-yl-ethyl]sulfamoyl]-N-(2-methoxyethyl)benzamide O\N=C(\N)/C=1C=C(C=CC1)CC(C=1SC=CN1)NS(=O)(=O)C=1C=C(C(=O)NCCOC)C=CC1